11-(benzyloxy)-11-oxoundecanoic acid C(C1=CC=CC=C1)OC(CCCCCCCCCC(=O)O)=O